(2-chlorophenyl)-3-methyl-N-((1r,4r)-4-morpholinocyclohexyl)-1H-thieno[2,3-c]pyrazole-5-carboxamide ClC1=C(C=CC=C1)N1N=C(C2=C1SC(=C2)C(=O)NC2CCC(CC2)N2CCOCC2)C